C=C(C)C=1C=C(C=C(C1)O)O 5-Prop-1-en-2-ylbenzene-1,3-diol